racemic-trans-tertbutyl 3-(2-chloro-6-(6-(methylcarbamoyl)pyrimidin-4-yl)pyridin-4-yl)-5-(hydroxymethyl)piperazine-1-carboxylate ClC1=NC(=CC(=C1)[C@@H]1CN(C[C@H](N1)CO)C(=O)OC(C)(C)C)C1=NC=NC(=C1)C(NC)=O |r|